O1NCC=CC=C1 2,3-Dihydro-1,2-oxazepine